ClC1=NC=C(C(=N1)OCC1=CC=C(C=C1)C=1N(C=C(N1)C(F)(F)F)C)F 2-chloro-5-fluoro-4-[4-[1-methyl-4-(trifluoromethyl)imidazol-2-yl]phenyl-methoxy]pyrimidine